6-(dimethylphosphoryl)-2-methylquinazolin-4-ol CP(=O)(C)C=1C=C2C(=NC(=NC2=CC1)C)O